4-(aminomethyl)benzamidine NCC1=CC=C(C(=N)N)C=C1